(S)-3-methylpiperidine-1-carboxylic acid C[C@@H]1CN(CCC1)C(=O)O